C1(=CC=CC=C1)S(=O)(=O)C1=CC=C(C=C1)S(=O)(=O)NC(N)=O 4-phenylsulfonyl-N'-phenylsulfonylurea